tert-butyl 5-bromo-2-(difluoromethyl)-1H-indole-1-carboxylate BrC=1C=C2C=C(N(C2=CC1)C(=O)OC(C)(C)C)C(F)F